FC=1C=C(C=CC1OC)C1=NN=C(O1)C(CO)NC(C1=CC=CC=C1)=O N-(1-(5-(3-fluoro-4-methoxyphenyl)-1,3,4-oxadiazol-2-yl)-2-hydroxyethyl)benzamide